CNC(C1=C(N=CC(=C1)C(F)(F)F)N1CCN(CC1)C(=O)C1CC(C1)NC(C)(C)C1=NNC(C(=C1)C(F)(F)F)=O)=O N-methyl-2-(4-((1R,3R)-3-((2-(6-oxo-5-(trifluoromethyl)-1,6-dihydropyridazin-3-yl)propan-2-yl)amino)cyclobutane-1-carbonyl)piperazin-1-yl)-5-(trifluoromethyl)nicotinamide